Phenyl-(S)-3-(4-(methoxycarbonyl)phenyl)-3,4-dihydropyridine C1(=CC=CC=C1)C1=NC=CC[C@H]1C1=CC=C(C=C1)C(=O)OC